3-[[6-cyano-5-(trifluoromethyl)pyridin-3-yl]amino]-2-hydroxy-2-methyl-3-oxopropanoic acid ethyl ester C(C)OC(C(C(=O)NC=1C=NC(=C(C1)C(F)(F)F)C#N)(C)O)=O